N12CCC(CC1)(CC2)C2=NOC(=N2)C=2C(=CC(=NC2)NC2=CC=C1C(=N2)C(OC1=O)(C)C)NCC=1SC=CN1 2-{[5-(3-{1-azabicyclo[2.2.2]octan-4-yl}-1,2,4-oxadiazol-5-yl)-4-{[(1,3-thiazol-2-yl)methyl]amino}pyridin-2-yl]amino}-7,7-dimethyl-5H,7H-furo[3,4-b]pyridin-5-one